C(C(=C)C)(=O)OC[C@@H](C(=O)OC(C)(C)C)NC(=O)OC(C)(C)C (S)-3-(tert-butoxy)-2-((tert-butoxycarbonyl)amino)-3-oxopropyl methacrylate